SCCSCCS bis(β-mercaptoethyl)sulfide